(R)-1-[(S)-2-[di-(4-trifluoromethylphenyl)phosphino]ferrocenyl]ethyldi-t-butylphosphine FC(C1=CC=C(C=C1)P(C=1[C-](C=CC1)[C@@H](C)P(C(C)(C)C)C(C)(C)C)C1=CC=C(C=C1)C(F)(F)F)(F)F.[CH-]1C=CC=C1.[Fe+2]